COC1=C2C(=C3C=CC(OC3=C1)(C)C)OC(=CC2=O)C2=CC=C(C=C2)OC 5-methoxy-2-(4-methoxyphenyl)-8,8-dimethyl-4H,8H-pyrano[2,3-f]chromen-4-one